4-(4-(3-cyano-9-ethyl-6,6-dimethyl-11-oxo-6,11-dihydro-5H-benzo[b]carbazol-8-yl)piperazin-1-yl)-N-(2-((2-(2,6-dioxopiperidin-3-yl)-1,3-dioxoisoindolin-4-yl)amino)ethyl)-4-oxobutanamide C(#N)C1=CC=C2C=3C(C4=C(C(C3NC2=C1)(C)C)C=C(C(=C4)CC)N4CCN(CC4)C(CCC(=O)NCCNC4=C1C(N(C(C1=CC=C4)=O)C4C(NC(CC4)=O)=O)=O)=O)=O